FC=1C=C(COC=2C=C3N(C(N2)=O)CC2N3CCC2)C=C(C1OC1CN(C1)CCC(F)(F)F)F 3-((3,5-difluoro-4-((1-(3,3,3-trifluoropropyl)azetidin-3-yl)oxy)benzyl)oxy)-7,8,8a,9-tetrahydropyrrolo[1',2':3,4]imidazo[1,2-c]pyrimidin-1(6H)-one